(R,Z)-N-(4-((4-(benzo[d]thiazol-6-yloxy)-2-methoxy-5-methylphenyl)amino)-7-methoxyquinazoline-6-yl)-2-fluoro-3-(1-methylpyrrolidin-2-yl)acrylamide S1C=NC2=C1C=C(C=C2)OC2=CC(=C(C=C2C)NC2=NC=NC1=CC(=C(C=C21)NC(/C(=C/[C@@H]2N(CCC2)C)/F)=O)OC)OC